9-((1r,4r)-4-hydroxycyclohexyl)-7-methyl-2-((7-methylcinnolin-6-yl)amino)-7,9-dihydro-8H-purin-8-one OC1CCC(CC1)N1C2=NC(=NC=C2N(C1=O)C)NC=1C=C2C=CN=NC2=CC1C